CC1=CC=C(C=C1)S(=O)(=O)[O-].FC1=[N+](C=CC=C1)C 2-fluoro-1-methyl-pyridinium toluene-4-sulphonate